CO[C@H]1[C@@H](COC1)OC1=NN(C=C1NC=1N=CC2=C(N1)N(C(=C2)C#N)[C@H]2COC[C@@H]2C)C 2-[[3-[(trans)-4-methoxytetrahydrofuran-3-yl]oxy-1-methyl-pyrazol-4-yl]amino]-7-[(3R,4R)-4-methyltetrahydrofuran-3-yl]pyrrolo[2,3-d]pyrimidine-6-carbonitrile